(R)-N-(1-cyanopyrrolidin-3-yl)-3-phenylisoxazole-5-carboxamide C(#N)N1C[C@@H](CC1)NC(=O)C1=CC(=NO1)C1=CC=CC=C1